pyrido[3',4':4,5]pyrrolo[2,3-f]isoquinolin-7-one C1=CN=CC=2C=CC=3C(C12)=NC=1C3C(N=CC1)=O